C1(CC1)N1N=C(C(=C1)OC1=C2C(=NC=C1)C=C(S2)C2=CC=C(C=C2)S(=O)(=O)C)C2CCOCC2 7-((1-cyclopropyl-3-(tetrahydro-2H-pyran-4-yl)-1H-pyrazol-4-yl)oxy)-2-(4-(methylsulfonyl)phenyl)thieno[3,2-b]pyridine